BrC1=CC(=NC=C1)NC(=O)C12CC(C1)(C2)CN2CC(N(C(C2)C)C(=O)OC(C)(C)C)C tert-butyl 4-({3-[(4-bromopyridin-2-yl)carbamoyl]bicyclo[1.1.1]pentan-1-yl}methyl)-2,6-dimethylpiperazine-1-carboxylate